[Br-].C(C)O[Si](CCCOC1=C(C=C(C=C1)O)[P+](C1CCCCC1)(C1CCCCC1)C1CCCCC1)(C)C (2-[3-(ethoxydimethylsilyl)propoxy]-5-hydroxyphenyl)tricyclohexylphosphonium bromide